diaminotritolyl-p-phenylenediamine NC=1C(=C(C=CC1N(C1=C(C=CC=C1)C)C1=C(C=CC=C1)C)NC1=C(C=CC=C1)C)N